ClC1=CC2=C(NC(=N2)C2=CC(=NN2)NC(=O)C=2C=NC(=CC2)N2CCOCC2)C=C1 N-[5-(5-chloro-1H-benzimidazol-2-yl)-1H-pyrazol-3-yl]-6-morpholino-pyridine-3-carboxamide